O[C@H](C=O)C(CO)(C)C L-2,4-dihydroxy-3,3-dimethylbutanal